2-(4-fluoro-2-(1H-tetrazol-5-yl)phenyl)isoindoline-1,3-dione FC1=CC(=C(C=C1)N1C(C2=CC=CC=C2C1=O)=O)C1=NN=NN1